ClC=1C=C(C=CC1F)NC1=NC=NC2=CC(=C(C=C12)NC(\C=C\CN1CCN(CC1)C(CSC1=C2CN(C(C2=CC=C1)=O)C1C(NC(CC1)=O)=O)=O)=O)OC (E)-N-(4-((3-chloro-4-fluorophenyl)amino)-7-methoxyquinazolin-6-yl)-4-(4-(2-((2-(2,6-dioxopiperidin-3-yl)-1-oxoisoindolin-4-yl)thio)acetyl)piperazin-1-yl)but-2-enamide